NC1=NC=CC(=C1F)CC1=C(C(NN=C1)=O)C 5-((2-amino-3-fluoropyridin-4-yl)methyl)-4-methylpyridazin-3(2H)-one